CS(=NC(C1=CC=C(C=C1)CC1=NOC(=N1)C(F)(F)F)=O)(CCC)=O N-(methyl(oxo)(propyl)-λ6-sulfaneylidene)-4-((5-(trifluoromethyl)-1,2,4-oxadiazol-3-yl)methyl)benzamide